(R)-methyl 3-(2-((2,2-difluoropropyl) amino) propyl)-1H-indole-6-carboxylate FC(CN[C@@H](CC1=CNC2=CC(=CC=C12)C(=O)OC)C)(C)F